CC1CN=C(CC1)C=1CCN(CC1)C(=O)OCC1=CC=CC=C1 benzyl 4-(3-methyl-2,3,4,5-tetrahydropyridin-6-yl)-3,6-dihydro-2H-pyridine-1-carboxylate